O1C(=C(C(=O)C2=CC=CC=C12)O)C1=CC=CC=C1.[Fe] iron flavonol